1-(6-(1,4-dimethyl-1H-1,2,3-triazol-5-yl)-4-((3-fluoropyridin-2-yl)(tetrahydro-2H-pyran-4-yl)methyl)-3-methyl-4H-thieno[2',3':4,5]pyrrolo[3,2-b]pyridin-2-yl)ethan-1-one CN1N=NC(=C1C=1C=C2C(=NC1)C1=C(N2C(C2CCOCC2)C2=NC=CC=C2F)C(=C(S1)C(C)=O)C)C